C1(=NC=CC2=CC=CC=C12)C(=O)NCC1=NOC(C1C)C(=O)N[C@@H](CC(C)C)B(O)O ((1R)-1-(3-((isoquinoline-1-carboxamido)methyl)-4-methyl-4,5-dihydroisoxazole-5-carboxamido)-3-Methylbutyl)boronic acid